4-(2-((3-chloro-5-fluorophenyl)amino)-5-(4-((4-methylpiperazin-1-yl)methyl)phenyl)pyrrolo[2,1-f][1,2,4]triazin-7-yl)cyclohexan-1-ol ClC=1C=C(C=C(C1)F)NC1=NN2C(C=N1)=C(C=C2C2CCC(CC2)O)C2=CC=C(C=C2)CN2CCN(CC2)C